C(C)(C)(C)OC(=O)NCC(=O)NC1=C(C2=C(S1)CC(C2)C(=O)OCC)C(C2=C(C=CC=C2F)F)=O ethyl 2-[[2-(tert-butoxycarbonylamino) acetyl]amino]-3-(2,6-difluorobenzoyl)-5,6-dihydro-4H-cyclopenta[b]thiophene-5-carboxylate